3-aminopropyl-methyl-diethoxySilane NCCC[Si](OCC)(OCC)C